C(CCCCCCCCCCC)OCCOCCO 2-[2-(Dodecyloxy)ethoxy]ethanol